N-[4-(6,7-dimethoxyquinolin-4-yl)oxy-3-fluorophenyl]-5-(4-fluorophenyl)-4-methoxy-6-methylpyridazine-3-carboxamide COC=1C=C2C(=CC=NC2=CC1OC)OC1=C(C=C(C=C1)NC(=O)C=1N=NC(=C(C1OC)C1=CC=C(C=C1)F)C)F